5-bromo-2-fluoro-4-((4-methoxybenzyl)oxy)benzaldehyde BrC=1C(=CC(=C(C=O)C1)F)OCC1=CC=C(C=C1)OC